3-[2-[2-[2-[2-[2-(2-aminoethoxy)ethoxy]ethoxy]ethoxy]ethoxy]ethoxy]propanamide NCCOCCOCCOCCOCCOCCOCCC(=O)N